C(C)(C)(C)OC(N(C)CCOC1=C(C=C2C(=CC=NC2=C1)OC1=C(C=C(C=C1F)NC=1C=NC=CC1OC(F)F)F)OC)=O N-{2-[(4-{4-[4-(difluoromethoxy)pyridin-3-ylamino]-2,6-difluoro-phenoxy}-6-methoxyquinolin-7-yl)oxy]ethyl}-N-methylcarbamic acid tert-butyl ester